Ethyl (5-(7-fluoro-4-oxo-3,4-dihydrophthalazin-1-yl)-1H-benzimidazol-2-yl)carbamate FC1=CC=C2C(NN=C(C2=C1)C1=CC2=C(NC(=N2)NC(OCC)=O)C=C1)=O